NC=1C(=C(C(=O)NC2=C(C=C(C=C2OC(F)(F)F)C(C(F)(F)F)(C(F)(F)F)F)Br)C=CC1)F 3-amino-N-[2-bromo-4-[1,1,1,2,3,3,3-heptafluoropropan-2-yl]-6-(trifluoromethoxy)phenyl]-2-fluorobenzamide